ClC1=C(CCO)C(=CC=C1F)Cl (S)-2,6-dichloro-3-fluorophenethyl alcohol